NC=1NC(C2=C(N1)NC(=C2C2=CC(=CC=C2)CN)C2=CC=C(C=C2)S(=O)(=O)N(C)C)=O 4-(2-amino-5-(3-(aminomethyl)phenyl)-4-oxo-4,7-dihydro-3H-pyrrolo[2,3-d]pyrimidin-6-yl)-N,N-dimethylbenzenesulfonamide